BrC1=NC=2C=NC(=NC2N(C1=O)C(C)C)N[C@@H]1CN(C[C@H](C1)F)C(=O)OCC1=CC=CC=C1 Benzyl (3S,5S)-3-((6-bromo-8-isopropyl-7-oxo-7,8-dihydropteridin-2-yl)amino)-5-fluoropiperidine-1-carboxylate